ClC(CC(CC(CC(CC(CC(CCCC(OCCCCCCCCC)OC(CCCC(CC(CC(CC(CC(CC(C)Cl)C)C)C)C)C)OCCCCCCCCC)C)C)C)C)C)C 14-chloro-4,6,8,10,12-pentamethylpentadecylnonyloxymethyl ether